(S)-2-((7-((4-cyanobenzyl)oxy)-3,4-dihydroisoquinolin-2(1H)-yl)methyl)-1-((oxetan-2-yl)methyl)-1H-benzo[d]imidazole-6-carboxylic acid C(#N)C1=CC=C(COC2=CC=C3CCN(CC3=C2)CC2=NC3=C(N2C[C@H]2OCC2)C=C(C=C3)C(=O)O)C=C1